{3-[4-(5-methylpyridin-3-yl)-6-oxo-1,6-dihydropyrimidin-2-yl]-4-(trifluoromethyl)benzyl}isobutyramide (S)-tert-butyl-3-(tert-butoxy)-2-(nicotinamido)-propanoate C(C)(C)(C)OC([C@H](COC(C)(C)C)NC(C1=CN=CC=C1)=O)=O.CC=1C=C(C=NC1)C=1N=C(NC(C1)=O)C=1C=C(CC(C(=O)N)(C)C)C=CC1C(F)(F)F